NC=1C2=C(N=C(N1)C=1N=C(C=3N(C1)C=CN3)CC3=CC(=CC=C3)F)NC(C2(C)C2=CC(=C(C=C2)Cl)OC)=O 4-Amino-5-(4-chloro-3-methoxyphenyl)-2-{8-[(3-fluorophenyl)methyl]imidazo[1,2-a]pyrazin-6-yl}-5-methyl-5,7-dihydro-6H-pyrrolo[2,3-d]pyrimidin-6-one